1-(4'-Methoxy-[1,1'-biphenyl]-3-yl)piperidine-4-carboxylic acid COC1=CC=C(C=C1)C1=CC(=CC=C1)N1CCC(CC1)C(=O)O